[Pd](Cl)Cl.C(C)(C)(C)P(C1=CC=C(C=C1)N(C)C)C(C)(C)C di-tert-butyl-(4-dimethylaminophenyl)phosphine palladium dichloride